[Zn+2].CC1=C(C(=CC(=C1)C)C)C=1C=2C=CC(=CC3=CC=C(N3)C(=C3C=CC(C=C4C=CC1N4)=N3)C3=C(C=C(C=C3C)C)C)N2 10,20-bis(2,4,6-trimethylphenyl)porphyrin zinc (II)